C[C@H]1NC2=CC=CC=C2[C@H](C1)C(=O)NCCC1=CC=C(C=C1)CNC(=O)C1=NC=CN=C1N N-[(p-{2-[(2R,4S)-2-methyl-1,2,3,4-tetrahydro-4-quinolylcarbonylamino]ethyl}phenyl)methyl]-3-amino-2-pyrazinecarboxamide